3-(2,3-epoxypropoxy)propylvinyldimethoxysilane C(C1CO1)OCCCC=C[SiH](OC)OC